S1C(=NN=C1)OC1=CC=C(C=C1)C(C)C 2-(4-((1,3,4-thiadiazol-2-yl)oxy)phenyl)propane